Ethyl 2-((3,5-bis(trifluoromethyl)benzyl)amino)pyrimidine-5-carboxylate FC(C=1C=C(CNC2=NC=C(C=N2)C(=O)OCC)C=C(C1)C(F)(F)F)(F)F